O=C1NC(CCC1N1C(C2=CC=C(C=C2C1)NC(=O)C=1C=C2C(=NC1)N(C=C2)C2CCOCC2)=O)=O N-[2-(2,6-dioxopiperidin-3-yl)-1-oxo-3H-isoindol-5-yl]-1-(oxan-4-yl)pyrrolo[2,3-b]pyridine-5-carboxamide